C(C)S(=O)(=O)C=1C(=NC=C(C1)N1N=C(C=C1)C(F)(F)F)N1CC=2C=NC(=CC2C1=O)C(F)(F)F 2-[3-ethylsulfonyl-5-[3-(trifluoromethyl)pyrazol-1-yl]-2-pyridinyl]-6-(trifluoromethyl)-3H-pyrrolo[3,4-c]pyridin-1-one